C1C(CCC12CCNCC2)N2CC1(COC1)C2 6-(8-azaspiro[4.5]dec-2-yl)-2-oxa-6-azaspiro[3.3]heptane